C(C)(C)(C)OC(=O)N1C[C@H]([C@H](CC1)NC(=O)C1=NOC(=C1)C1=C(C=C(C=C1)F)F)C(=O)O |r| rac-(3R,4S)-4-{[5-(2,4-difluoro-phenyl)-isoxazole-3-carbonyl]-amino}-piperidine-1,3-dicarboxylic acid 1-tert-butyl ester